tert-butyl 2-((1-(5-(4-(4-cyano-3-(trifluoromethyl) phenyl) piperazine-1-carboxamido) pyridin-2-yl) piperidin-4-yl) methyl)-2,7-diazaspiro[3.5]nonane-7-carboxylate C(#N)C1=C(C=C(C=C1)N1CCN(CC1)C(=O)NC=1C=CC(=NC1)N1CCC(CC1)CN1CC2(C1)CCN(CC2)C(=O)OC(C)(C)C)C(F)(F)F